F[Sb-](F)(F)(F)(F)F.COC1=CC2=C(C(=C(C(O2)=O)C2=C(C=CC=C2)[IH+])C)C=C1 [(7-methoxy-4-methyl-2-oxo-2H-1-benzopyran-3-yl)phenyl]iodonium hexafluoroantimonate